3-[[6-isopropyl-5-(2-methyl-4-pyridinyl)-1H-pyrazolo[4,3-g]isoquinolin-8-yl]oxy]cyclobutanecarboxylic acid C(C)(C)C=1N=C(C2=CC3=C(C=C2C1C1=CC(=NC=C1)C)C=NN3)OC3CC(C3)C(=O)O